4-{[2-(3-{[2-(2-fluoroethoxy)-4-methanesulfonylphenyl]amino}prop-1-yn-1-yl)-1-(2,2,2-trifluoroethyl)-1H-indol-4-yl]amino}-1λ6-thiane-1,1-dione FCCOC1=C(C=CC(=C1)S(=O)(=O)C)NCC#CC=1N(C2=CC=CC(=C2C1)NC1CCS(CC1)(=O)=O)CC(F)(F)F